N1CC(CCC1)NC1=CC=CC=C1 (piperidine-3-yl)aniline